(6S)-17-amino-6-hydroxy-6,15-bis(trifluoromethyl)-19-oxa-3,4,12,18-tetrazatricyclo[12.3.1.12,5]nonadeca-1(18),2,4,14,16-pentaen-13-one NC1=CC(=C2C(NCCCCC[C@](C3=NN=C(C1=N2)O3)(C(F)(F)F)O)=O)C(F)(F)F